2-[6-amino-5-[8-[2-[3-(6-azabicyclo[3.2.1]octan-6-yl)prop-1-ynyl]-4-pyridyl]-3,8-diazabicyclo[3.2.1]octan-3-yl]pyridazin-3-yl]phenol NC1=C(C=C(N=N1)C1=C(C=CC=C1)O)N1CC2CCC(C1)N2C2=CC(=NC=C2)C#CCN2C1CCCC(C2)C1